4-t-butyl-benzoic acid C(C)(C)(C)C1=CC=C(C(=O)O)C=C1